tert-butyl (2-(5-(2-(3,4-dimethoxyphenyl)-3-isopropyl-1H-indole-5-carbonyl)hexahydropyrrolo[3,4-c]pyrrol-2(1H)-yl)ethyl)(methyl)carbamate COC=1C=C(C=CC1OC)C=1NC2=CC=C(C=C2C1C(C)C)C(=O)N1CC2C(C1)CN(C2)CCN(C(OC(C)(C)C)=O)C